NC=CC(=O)NC1=CC=C(C=C1)CC1N(CCN(CCN(CCN(C1)CC=1N(C(C=CC1)=O)O)CC=1N(C(C=CC1)=O)O)CC=1N(C(C=CC1)=O)O)CC=1N(C(C=CC1)=O)O 3-Amino-N-[4-({1,4,7,10-tetrakis[(1-hydroxy-6-oxopyridin-2-yl)methyl]-1,4,7,10-tetraazacyclododecan-2-yl}methyl)phenyl]propenamide